bis(5-dimethylcarbamoyloxy-2-chloro-4-fluorophenyl) hexasulfide CN(C(=O)OC=1C(=CC(=C(C1)SSSSSSC1=C(C=C(C(=C1)OC(N(C)C)=O)F)Cl)Cl)F)C